(R)-1-(3-(3-(1-(4-methyl-4H-1,2,4-triazol-3-yl)propan-2-yl)phenyl)-5-(trifluoromethyl)-1H-pyrazolo[4,3-b]pyridin-7-yl)piperidin-4-ol CN1C(=NN=C1)C[C@@H](C)C=1C=C(C=CC1)C1=NNC=2C1=NC(=CC2N2CCC(CC2)O)C(F)(F)F